N-((3S,4S)-4-fluoropiperidin-3-yl)-6-(6-isopropoxyimidazo[1,2-a]pyrazin-3-yl)pyridin-2-amine F[C@@H]1[C@H](CNCC1)NC1=NC(=CC=C1)C1=CN=C2N1C=C(N=C2)OC(C)C